BrC1=CC=C(C=C1)C=CC(=COC1=CC2=CC=CC=C2C=C1)CC 2-((4-(4-bromophenyl)-2-ethylbut-1,3-dien-1-yl)oxy)naphthalene